N1=NN(C2=NC=CC=C21)C2=C(C=C(C=N2)NC(=O)C=2C=NN(C2C(F)(F)F)C2=C1C=CC=NC1=CC=C2)Cl N-(6-(3H-[1,2,3]triazolo[4,5-b]pyridin-3-yl)-5-chloropyridin-3-yl)-1-(quinolin-5-yl)-5-(trifluoromethyl)-1H-pyrazole-4-carboxamide